4-iso-propyl-toluene 4-carboxy-2-(trifluoromethyl)pyridin-1-ium-1-olate C(=O)(O)C1=CC(=[N+](C=C1)[O-])C(F)(F)F.C(C)(C)C1=CC=C(C)C=C1